(R)-4-(3-bromo-7-(1-methyl-1H-pyrazol-5-yl)isothiazolo[4,5-b]pyridin-5-yl)-3-methylmorpholine BrC1=NSC=2C1=NC(=CC2C2=CC=NN2C)N2[C@@H](COCC2)C